CC(C(O)(C)C)CCCCO trimethyl-1,6-hexanediol